(S)-tert-Butyl (1-(2-(1-(difluoromethyl)-4-nitro-1H-pyrazol-5-yl)pyridin-4-yl)but-3-en-1-yl)carbamate FC(N1N=CC(=C1C1=NC=CC(=C1)[C@H](CC=C)NC(OC(C)(C)C)=O)[N+](=O)[O-])F